1-methyl-6-trifluoromethyl-quinolinone CN1C(C=CC2=CC(=CC=C12)C(F)(F)F)=O